O[C@@H]1C[C@@H](CC[C@H]1C)NC1=CC(=NC=C1C(=O)N)NC1C(CC1)O 4-(((1R,3R,4R)-3-hydroxy-4-methylcyclohexyl)amino)-6-((2-hydroxycyclobutyl)amino)nicotinamide